ClC=1C(=CC(=NC1)OC)C1=CC(=NN1)C(=O)N1CCC(CC1)C(=O)NCC1=NN(C2=CC=CC=C12)C (5-(5-chloro-2-methoxypyridin-4-yl)-1H-pyrazole-3-carbonyl)-N-((1-methyl-1H-indazol-3-yl)methyl)piperidine-4-carboxamide